COC(CCC(=O)OCC)=O succinic acid ethyl methyl ester